FCC(CN(CCC(C(=O)O)NC(=O)C1=NC=NC=C1C(F)(F)F)CCCCC1=NC=2NCCCC2C=C1)OC 4-[[3-fluoro-2-methoxy-propyl]-[4-(5,6,7,8-tetrahydro-1,8-naphthyridin-2-yl)butyl]amino]-2-[[5-(trifluoromethyl)pyrimidine-4-carbonyl]amino]butanoic acid